[N+](=O)([O-])C1=C(C=CC(=C1)[N+](=O)[O-])O C2,4-dinitrophenol